tert-butyl (4-((2-chloro-6-methylpyrimidin-4-yl)amino)phenyl)carbamate ClC1=NC(=CC(=N1)NC1=CC=C(C=C1)NC(OC(C)(C)C)=O)C